FC=1C=C(C=C(C1)F)C1CC=NN1C(=O)C12CC(C1)(C2)CN2N=C(C=C2)C#N 1-((3-(5-(3,5-difluorophenyl)-4,5-dihydro-1H-pyrazole-1-carbonyl)bicyclo[1.1.1]-pentan-1-yl)methyl)-1H-pyrazole-3-carbonitrile